N-benzyl-2-chloro-N-(2,3-dihydrobenzo[b][1,4]dioxin-6-yl)acetamide C(C1=CC=CC=C1)N(C(CCl)=O)C1=CC2=C(OCCO2)C=C1